tert-butyl (1R,5S)-1-(dimethylcarbamoyl)-5-(5-(piperidin-1-ylmethyl)-5,6-dihydro-1,4,2-dioxazin-3-yl)-3-azabicyclo[3.2.0]heptane-3-carboxylate CN(C(=O)[C@]12CN(C[C@@]2(CC1)C1=NOCC(O1)CN1CCCCC1)C(=O)OC(C)(C)C)C